C(=O)(O)CCC(=O)C=1SC2=C(N1)C=C(C(=C2)OC)OCCC2=C(C=C1C(=N2)C=C(S1)C(CCC(=O)O)=O)OC 4-(5-(2-((2-(3-carboxypropanoyl)-6-methoxybenzo[d]thiazol-5-yl)oxy)ethyl)-6-methoxythieno[3,2-b]pyridin-2-yl)-4-oxobutanoic acid